N-(3-Fluorophenyl)-N1,N2-diisopropyl-[1,3,5]triazine-2,4,6-triamine FC=1C=C(C=CC1)N(C1N(C(=NC(=N1)N)N)C(C)C)C(C)C